FC1=CC=C(CC2=NN=C(O2)SCCC2=NC3=CC=CC=C3C(N2)=O)C=C1 (2-((5-(4-fluorobenzyl)-1,3,4-oxadiazol-2-yl)thio)ethyl)quinazolin-4(3H)-one